Ethyl (3S)-3-(4,4'-difluoro-2',5,6'-trimethyl-[1,1'-biphenyl]-3-yl)-3-(2-(5-(2-(3-fluoroazetidine-1-yl)ethyl)-4-methyl-2-oxopyridin-1(2H)-yl)-4-methylpentanamido)propanoate FC1=C(C=C(C=C1C)C1=C(C=C(C=C1C)F)C)[C@H](CC(=O)OCC)NC(C(CC(C)C)N1C(C=C(C(=C1)CCN1CC(C1)F)C)=O)=O